2,3,3,3-Tetrafluoropropanoic acid FC(C(=O)O)C(F)(F)F